C(#N)C(C)(C)C1=CC=C(C=C1)C=1NC2=CC=C(C=C2C1)SCC(=O)O 2-((2-(4-(2-cyanopropan-2-yl)phenyl)-1H-indol-5-yl)thio)acetic acid